6-(4-(4-ethoxybenzyloxy)-3-methoxyphenylamino)-3-methoxyquinoxaline-5-carbonitrile C(C)OC1=CC=C(COC2=C(C=C(C=C2)NC2=C(C=3N=C(C=NC3C=C2)OC)C#N)OC)C=C1